1-(cyclopropylmethyl)-2-methyl-6-[4-(2,2,2-trifluoro-ethoxy)phenyl]-7-(trifluoromethyl)-1H,5H-imidazo[1,2-a]pyrimidin-5-one C1(CC1)CN1C(=CN2C1=NC(=C(C2=O)C2=CC=C(C=C2)OCC(F)(F)F)C(F)(F)F)C